3-({3-chloro-7H-pyrrolo[2,3-c]pyridazin-7-yl}methyl)azetidine hydrochloride Cl.ClC1=CC2=C(N=N1)N(C=C2)CC2CNC2